ClC1=C(C=CC(=C1C)F)N1C(=NC=C(C1=O)C)C 3-(2-chloro-4-fluoro-3-methyl-phenyl)-2,5-dimethyl-3H-pyrimidin-4-one